C1(CC1)C[C@H](N1CCNCC1)C1=CC=C(C=C1)[C@H](C)NC=1N=CC2=C(N(C(OC2)=O)CC)N1 7-(((S)-1-(4-((S)-2-cyclopropyl-1-(piperazin-1-yl)ethyl)phenyl)ethyl)amino)-1-ethyl-1,4-dihydro-2H-pyrimido[4,5-d][1,3]oxazin-2-one